ClC=1C=C(C=CC1C)C12CC3CC(CC(C1)C3)C2 (3r,5r,7r)-1-(3-chloro-4-methylphenyl)adamantane